N-(3-cyano-4-(1H-1,2,3-triazol-1-yl)phenyl)-1-(isoquinolin-4-yl)-5-(trifluoromethyl)-1H-pyrazole-4-carboxamide C(#N)C=1C=C(C=CC1N1N=NC=C1)NC(=O)C=1C=NN(C1C(F)(F)F)C1=CN=CC2=CC=CC=C12